ClC1=CC(=C(C=C1)C1=NC(=NC2=C1N=CN(C2=O)C)N2C[C@H](OCC2)C=2C=NN(C2)C)F 8-(4-chloro-2-fluorophenyl)-3-methyl-6-[(2R)-2-(1-methyl-1H-pyrazol-4-yl)morpholin-4-yl]-3H,4H-pyrimido[5,4-d][1,3]diazin-4-one